CNC(C1=C(C=CC=C1)SC1=CC=C2C(=NNC2=C1)NC1=NC=C(C=C1)OCCN1CCCC1)=O N-methyl-2-{[3-({5-[2-(pyrrolidin-1-yl)ethoxy]pyridin-2-yl}amino)-1H-indazol-6-yl]thio}benzamide